(S or R)-2-[1-methanesulfonamido-3-{[(CIS)-4-phenylcyclohexyl]oxy} propan-2-yl]-4,6-dimethylpyridin-1-ium-1-olate CS(=O)(=O)NC[C@H](CO[C@@H]1CC[C@@H](CC1)C1=CC=CC=C1)C1=[N+](C(=CC(=C1)C)C)[O-] |o1:6|